bis-[4-(phenylethanesulfonyloxy)phenyl]urea C1(=CC=CC=C1)CCS(=O)(=O)OC1=CC=C(C=C1)NC(NC1=CC=C(C=C1)OS(=O)(=O)CCC1=CC=CC=C1)=O